(E)-1-(2,4-dibromo-3-methoxybenzylidene)-2-(tetrahydro-2H-pyran-4-yl)hydrazine hydrochloride Cl.BrC1=C(\C=N\NC2CCOCC2)C=CC(=C1OC)Br